3-((2-fluoro-6-methoxybenzyl)amino)-4-(methyl(4-(5-(trifluoromethyl)-1,2,4-oxadiazol-3-yl)benzyl)amino)cyclobut-3-ene-1,2-dione FC1=C(CNC=2C(C(C2N(CC2=CC=C(C=C2)C2=NOC(=N2)C(F)(F)F)C)=O)=O)C(=CC=C1)OC